ClC=1C=CC(=NC1)[Mg]Br (5-chloropyridin-2-yl)magnesium bromide